silicon molybdenum sulfide [Mo]=S.[Si]